(4,4-dimethoxybutyl)-3-[(3-fluoro-2-methoxy-phenyl)thiocarbamoyl]-2,4-dioxo-piperidine-1-carboxylic acid tert-butyl ester C(C)(C)(C)OC(=O)N1C(C(C(CC1)=O)(C(NC1=C(C(=CC=C1)F)OC)=S)CCCC(OC)OC)=O